COC(C)(C)C1=CC=C(C=C1)CNC1=NC=NC2=C1SC=1N=NC(=C(C12)C)C N-[[4-(1-methoxy-1-methyl-ethyl)phenyl]methyl]-3,4-dimethyl-pyrimido[4',5':4,5]thieno[2,3-c]pyridazin-8-amine